methylpyrrolidine-2-carboxamide CN1C(CCC1)C(=O)N